C(C)(C)(C)OC(NC1CN(CC1)C1=NC(=C2N=CN(C2=N1)C(C)C)NCC1=C(C=CC=C1)N1N=CC=C1)=O (1-(6-((2-(1H-pyrazol-1-yl)benzyl)amino)-9-isopropyl-9H-purin-2-yl)pyrrolidin-3-yl)carbamic acid tert-butyl ester